FC1=C(C=CC(=C1)F)C=O (2,4-difluorophenyl)methanone